3,4-epoxytricyclo[5.2.1.02,6]decan-8-ylacrylate C12C3C4C(CC3C(C(C1)OC(C=C)=O)C2)O4